C(C=C)(=O)N1C[C@@H](N(C[C@H]1C)C1=NC(N2C3=C(C=C(C=C13)C(F)(F)F)S(CC1(COC1)C2)C2=C(C=C(C=C2)F)F)=O)C 8-((2S,5R)-4-acryloyl-2,5-dimethylpiperazin-1-yl)-l-1-(2,4-difluorophenyl)-10-(trifluoromethyl)-2H-spiro[[1,4]thiazepino[2,3,4-ij]quinazoline-3,3'-oxetan]-6(4H)-one